4-chloro-N-[4-(5-cyclopropyl-1H-pyrazol-3-yl)phenyl]-3-[(1,1-dioxo-1,4-thiazinan-4-yl)methyl]benzamide ClC1=C(C=C(C(=O)NC2=CC=C(C=C2)C2=NNC(=C2)C2CC2)C=C1)CN1CCS(CC1)(=O)=O